4-((2-(2-(2-bromoethoxy)ethoxy)ethyl)amino)-2-(2,6-dioxopiperidin-3-yl)isoindole-1,3-dione BrCCOCCOCCNC1=C2C(N(C(C2=CC=C1)=O)C1C(NC(CC1)=O)=O)=O